O1C=NC=C1[C@@H]1CC[C@H](CO1)NC(OC(C)(C)C)=O tert-butyl ((3R,6s)-6-(oxazol-5-yl)tetrahydro-2H-pyran-3-yl)carbamate